2-(4-(6,7-dimethoxyquinolin-4-yl)piperazin-1-yl)propan-1-amine hydrochloride Cl.COC=1C=C2C(=CC=NC2=CC1OC)N1CCN(CC1)C(CN)C